C(#N)C1=C(C=CC(=C1)C(F)(F)F)N1CCC(CC1)(C(=O)N[C@@H]1CN(CC1)C)C=1C=NC(=CC1)C1=C(C=CC(=C1)F)OC 1-[2-cyano-4-(trifluoromethyl)phenyl]-4-[6-(5-fluoro-2-methoxyphenyl)pyridin-3-yl]-N-[(3S)-1-methylpyrrolidin-3-yl]piperidine-4-carboxamide